(S)-1-(4-((tert-butyldimethylsilyl)oxy)but-2-yl)-6-chloro-3-(propan-1-yn-1-yl)-1H-pyrazolo[4,3-c]pyridine [Si](C)(C)(C(C)(C)C)OCC[C@H](C)N1N=C(C=2C=NC(=CC21)Cl)C#CC